C1(CCCCC1)OC1=CC=C(C=C1)NC=1SC(=C(N1)C)C(C)=NNC(=N)N 2-((4-(cyclohexyloxy)phenyl)amino)-4-methyl-5-(1-(guanidinoimino)ethyl)-thiazole